VANADIUM-TUNGSTEN-TITANIUM OXIDE [O-2].[Ti+4].[W+4].[V+5]